CC=1C=NC2=C(C=CC=C2C1)S(=O)(=O)NC1=C(C=CC=C1)C#CC=1C=CC(=NC1)C(=O)O 5-[2-(3-Methyl-quinoline-8-sulfonyl-amino)-phenylethynyl]-pyridine-2-carboxylic acid